[Cl-].CN1CCOCC1 4-methylmorpholine chloride